zinc pyrophosphate salt [O-]P([O-])(=O)OP(=O)([O-])[O-].[Zn+2].[Zn+2]